(R)-ethyl 1-(2-((tert-butoxycarbonyl)amino)-3,3-dimethylbutyl)-4-chloro-3-hydroxy-1H-pyrazole-5-carboxylate C(C)(C)(C)OC(=O)N[C@@H](CN1N=C(C(=C1C(=O)OCC)Cl)O)C(C)(C)C